N=1N=CN2C1C=CC(=C2)NC(CN2N=C(N1C(C2=O)=CC(=N1)C(C)(F)F)C(C)C)=O N-([1,2,4]triazolo[4,3-a]pyridin-6-yl)-2-(2-(1,1-difluoroethyl)-7-isopropyl-4-oxopyrazolo[1,5-d][1,2,4]triazin-5(4H)-yl)acetamide